The molecule is a benzoate ester, formally the result of esterification of 4-aminobenzoic acid with 2-diethylaminoethanol but formed experimentally by reaction of ethyl 4-aminobenzoate with 2-diethylaminoethanol. It has a role as a local anaesthetic, a central nervous system depressant, a peripheral nervous system drug and a drug allergen. It is a benzoate ester, a substituted aniline and a tertiary amino compound. It derives from a 2-diethylaminoethanol and a 4-aminobenzoic acid. It is a conjugate base of a procaine(1+). CCN(CC)CCOC(=O)C1=CC=C(C=C1)N